3,3'-dithiobispropionimidic acid C(CCSSCCC(O)=N)(O)=N